FC1=C(C=CC(=C1)OCCN1C[C@H](OCC1)C)CC(=O)O |o1:12| 2-[2-fluoro-4-[2-((2R or S)-2-methylmorpholin-4-yl)ethoxy]phenyl]acetic acid